[[2-[6-[3-(difluoromethyl)-4-fluoro-phenyl]pyrazolo[4,3-b]pyridin-1-yl]acetyl]amino]urea FC(C=1C=C(C=CC1F)C=1C=C2C(=NC1)C=NN2CC(=O)NNC(=O)N)F